BrC=1C=C(C(=NC1)C(=O)N(C)C)C(F)F 5-bromo-3-(difluoromethyl)-N,N-dimethylpyridinamide